C(C1=CC=CC=C1)(C1=CC=CC=C1)C=1C=2N(C=C(N1)C1=CC(=CC=C1)O[Si](C)(C)C(C)(C)C)C=CN2 8-benzhydryl-6-(3-((tert-butyldimethylsilyl)oxy)phenyl)imidazo[1,2-a]Pyrazin